OC(C)C=1C(=NC(=CC1)C=1C=NN2C1C=CC(=C2)OC=2N=NC(=CC2)C)N2N=C(C=C2C#N)C(F)(F)F 2-[3-(1-hydroxyethyl)-6-[6-(6-methylpyridazin-3-yl)oxypyrazolo[1,5-a]pyridin-3-yl]pyridin-2-yl]-5-(trifluoromethyl)pyrazole-3-carbonitrile